FC1=C(C(=O)N(C2=NC=CC3=C2C=C(S3)C3=CC(=CC=C3)NC(C=C)=O)[C@H]3CNCCC3)C=CC(=C1)C=1N=NN(C1)C 2-fluoro-4-(1-methyltriazol-4-yl)-N-[(3R)-3-piperidyl]-N-[2-[3-(prop-2-enoylamino)phenyl]thieno[3,2-c]pyridin-4-yl]benzamide